2-chloro-M-(4-chloro-3-(pyridin-2-yl)phenyl)-N4-ethylterephthalamide ClC1=C(C(=O)N)C=CC(=C1C1=CC(=C(C=C1)Cl)C1=NC=CC=C1)C(=O)NCC